tert-butyl (S)-(1-(2-chloro-5-(1-(1-methoxy-2-methylpropan-2-yl)-1H-pyrazol-4-yl)pyridin-4-yl)piperidin-3-yl)carbamate ClC1=NC=C(C(=C1)N1C[C@H](CCC1)NC(OC(C)(C)C)=O)C=1C=NN(C1)C(COC)(C)C